C1(CC1)C1=NN(C=C1C1=NC=CC(=C1)OC)[C@@H]1C[C@H](C1)CNC=1C=C2C(N(C(C2=CC1)=O)C1C(NC(CC1)=O)=O)=O 5-(((trans-3-(3-cyclopropyl-4-(4-methoxypyridin-2-yl)-1H-pyrazol-1-yl)cyclobutyl)methyl)amino)-2-(2,6-dioxopiperidin-3-yl)isoindoline-1,3-dione